CC1=NN=C(O1)NC(C1=C(C=CC=C1)OC1=CC(=CC=C1)C(F)(F)F)=O N-(5-methyl-1,3,4-oxadiazol-2-yl)-2-(3-trifluoromethylphenoxy)benzamide